2-[2-[2-Chloro-3-[2-[1,3-dihydro-3,3-dimethyl-1-(4-sulfobutyl)-2H-indol-2-ylidene]ethylidene]-1-cyclohexen-1-yl]vinyl]-3,3-dimethyl-1-(4-sulfobutyl)-3H-indole ClC1=C(CCCC1=CC=C1N(C2=CC=CC=C2C1(C)C)CCCCS(=O)(=O)O)C=CC1N(C2=CC=CC=C2C1(C)C)CCCCS(=O)(=O)O